calcium carbonate carbonate C([O-])([O-])=O.C(O)(O)=O.[Ca+2]